ClC1=C(C=CC=2N(C=NC21)C/C=C/[C@H]2NCCC[C@@H]2O)C (2R,3S)-2-((E)-3-(4-chloro-5-methyl-1H-benzo[d]imidazol-1-yl)prop-1-en-1-yl)piperidin-3-ol